FC(OC1=CC(=CC=2N(C(=NC21)CN2CCC(CC2)C2=NC(=CC=C2)OCC2=C(C=C(C=C2)OC)F)C)C(=O)O)F 4-(Difluoromethoxy)-2-((4-(6-((2-fluoro-4-methoxybenzyl)oxy)pyridin-2-yl)piperidin-1-yl)methyl)-1-methyl-1H-benzo[d]imidazole-6-carboxylic acid